C(C1=CC=CC=C1)OC(=O)[C@@H]1CCC=2N1C(C(=NC2Cl)NCC2COCC2)=O.CN(C)C(C2=CC=CC=C2)C2=CC=CC=C2 dimethylaminodiphenyl-methane Benzyl-(6S)-1-chloro-4-oxo-3-(((tetrahydrofuran-3-yl)methyl)amino)-4,6,7,8-tetrahydropyrrolo[1,2-a]pyrazine-6-carboxylate